5,5-dimethyl-1-((2-((1-methylcyclopropyl)amino)pyridin-4-yl)methyl)-3-(4-((trifluoromethyl)sulfonyl)phenyl)imidazolidine-2,4-dione CC1(C(N(C(N1CC1=CC(=NC=C1)NC1(CC1)C)=O)C1=CC=C(C=C1)S(=O)(=O)C(F)(F)F)=O)C